(S)-2-((S)-2-amino-3-methylbutanoylamino)-N-(4-(hydroxymethyl)phenyl)-5-ureidovaleramide N[C@H](C(=O)N[C@H](C(=O)NC1=CC=C(C=C1)CO)CCCNC(=O)N)C(C)C